C[C@H]1N(C[C@@H](NC1)C)C(C(CO)(C)O)=O 1-((2R,5S)-2,5-dimethylpiperazin-1-yl)-2,3-dihydroxy-2-methylpropan-1-one